C(CCCCCCCCCCCCCCCC)(=O)OC[C@@H](OO)COP(=O)(O)OCC[N+](C)(C)C 1-(10Z-heptadecanoyl)-2-hydroxy-sn-glycero-3-phosphorylcholine